1-(2-oxo-2,3-dihydro-1H-benzo[d]imidazol-5-yl)-3-phenylurea O=C1NC2=C(N1)C=CC(=C2)NC(=O)NC2=CC=CC=C2